FC(C(C1=CC(=CC=C1)C(F)(F)F)(C=1C=C2C(OC(C2=CC1)=O)=O)C=1C=C2C(OC(C2=CC1)=O)=O)(F)F 5,5'-(2,2,2-trifluoro-1-(3-(trifluoromethyl)phenyl)ethane-1,1-diyl)bis(isobenzofuran-1,3-dione)